2-(1H-imidazol-1-yl)-4-methyl-6-(methylsulfonyl)pyrimidine N1(C=NC=C1)C1=NC(=CC(=N1)C)S(=O)(=O)C